BrC=1C=C(C(=NC1)C(CC(=O)OC(CC1=CC=CC=C1)(C)C)=O)SCC 2-methyl-1-phenylpropan-2-yl 3-[5-bromo-3-(ethylthio) pyridin-2-yl]-3-oxopropanoate